N1(N=CC2=CC=CC=C12)CC1CC2(CC(C2)NC(=O)NCC2=CC=C(C=C2)OC)C1 1-(6-((1H-indazol-1-yl)methyl)spiro[3.3]heptan-2-yl)-3-(4-methoxybenzyl)urea